(4-((R)-isochroman-1-yl)-5-methylthiophen-2-yl)methanone [C@H]1(OCCC2=CC=CC=C12)C=1C=C(SC1C)C=O